1H-imidazole-4-amide hydrochloride Cl.N1C=NC(=C1)C(=O)N